spiro[7-thia-9,11-diazatricyclo[6.4.0.02,6]dodeca-1(8),2(6),10-triene-3,3'-azetidine]-12-one N1CC2(C1)C=1C=3C(N=CNC3SC1CC2)=O